S=O.[Co].[Ni] nickel cobalt sulphur oxide